2-([1,1'-biphenyl]-4-yloxy)-N-(2-([1,1'-biphenyl]-4-yloxy)ethyl)-N-methylethan-1-amine C1(=CC=C(C=C1)OCCN(C)CCOC1=CC=C(C=C1)C1=CC=CC=C1)C1=CC=CC=C1